ClC1=NC=CC(=C1NC(OC(C)(C)C)=O)C1=NC=CC=C1 tert-butyl (2'-chloro-[2,4'-bipyridin]-3'-yl)carbamate